C1=2C=C(C=CC2CC1)C(C(=O)C1=CC=C(C=C1)Cl)CO 2-(bicyclo[4.2.0]oct-1(6),2,4-trien-3-yl)-1-(4-chlorophenyl)-3-hydroxypropan-1-one